6-((4-Methoxy-2-methylphenyl)amino)-3-methyl-1-phenyl-1,3-dihydro-2H-imidazo[4,5-c]pyridin-2-one COC1=CC(=C(C=C1)NC1=CC2=C(C=N1)N(C(N2C2=CC=CC=C2)=O)C)C